(S)- and (R)-2-(1-((4-Carboxyphenyl)amino)-3-cyclobutyl-1-oxopropan-2-yl)-5-(3-chloro-6-(difluoromethyl)-2-fluorophenyl)pyridine 1-oxide C(=O)(O)C1=CC=C(C=C1)NC([C@@H](CC1CCC1)C1=[N+](C=C(C=C1)C1=C(C(=CC=C1C(F)F)Cl)F)[O-])=O |r|